ClCC(=O)N(C1=C(C=CC=C1CC)CC)CCOCCC 2-chloro-2',6'-diethyl-N-(2-propoxyethyl)acetanilide